CN(CC(=O)NC1=CC(=C(OC=2C=C(C=C(C2)NS(=O)(=O)C)C=2C3=C(C(N(C2)C)=O)NC(=C3)C(=O)NCC)C(=C1)C)C)C 4-(3-(4-(2-(dimethylamino)acetamido)-2,6-dimethylphenoxy)-5-(methylsulfonamido)phenyl)-N-ethyl-6-methyl-7-oxo-6,7-dihydro-1H-pyrrolo[2,3-c]pyridine-2-carboxamide